NC1=NC=CC=C1C1=NC=2C(=NC(=CC2COC)N2N=CC=C2)N1C=1C=C2CC[C@@H](C2=CC1)NC(C1=CC(=C(C=C1)O)C=O)=O (S)-N-(5-(2-(2-aminopyridin-3-yl)-7-(methoxymethyl)-5-(1H-pyrazol-1-yl)-3H-imidazo[4,5-b]pyridin-3-yl)-2,3-dihydro-1H-inden-1-yl)-3-formyl-4-hydroxybenzamide